2,5-dimethyl-phenylhydrazine hydrochloride Cl.CC1=C(C=C(C=C1)C)NN